((3S,4S)-4-(fluoromethyl)-1,3-dimethylpiperidine-3-yl)methanol FC[C@@H]1[C@](CN(CC1)C)(C)CO